CSC=1C(=NC(=NC1)NC1=CC=C(C(=O)NC2=C(C=CC=C2)C)C=C1)C1=CC=CC=C1 4-(5-methylsulfanyl-4-phenyl-pyrimidin-2-ylamino)-N-o-tolyl-benzamide